6-(4-fluoro-3-isopropyl-5-(1-(tetrahydro-2H-pyran-4-yl)piperidin-4-yl)-1H-pyrrolo[2,3-c]pyridin-2-yl)-8-methyl-[1,2,4]triazolo[1,5-a]pyridine FC1=C2C(=CN=C1C1CCN(CC1)C1CCOCC1)NC(=C2C(C)C)C=2C=C(C=1N(C2)N=CN1)C